BrC=1C2=C(N(C(CC1C=1OC(=NN1)C)=O)CC1=CC(=C(C=C1)C)F)C=CC=C2 5-bromo-1-(3-fluoro-4-methylbenzyl)-4-(5-methyl-1,3,4-oxadiazol-2-yl)-1,3-dihydro-2H-benzo[b]azepin-2-one